FC(CCOC(=O)CCCCCCCCCCP(O)(O)=O)(C(C(C(C(C(C(C(F)(F)F)(F)F)(F)F)(F)F)(F)F)(F)F)(F)F)F 10-((3,3,4,4,5,5,6,6,7,7,8,8,9,9,10,10,10-Heptadecafluorodecyloxy)carbonyl)decylphosphonic acid